bis(2-(methoxymethoxy)phenyl)methanone Tert-butyl-3-fluoro-azetidine-1-carboxylate C(C)(C)(C)OC(=O)N1CC(C1)F.COCOC1=C(C=CC=C1)C(=O)C1=C(C=CC=C1)OCOC